C(=O)(O)CCCCCCCCCCCCCCCCC 17-carboxyheptadecane